2-chloro-N-(6-methoxypyridin-3-yl)acetamide ClCC(=O)NC=1C=NC(=CC1)OC